ClC1=CC=C(C=C1)N1C(=NN=C1CN1N=NN=C1)[C@@H]1CC[C@H](CC1)OC1=NC=CC=C1 trans-2-[4-[4-(4-chlorophenyl)-5-(tetrazol-1-ylmethyl)-1,2,4-triazol-3-yl]cyclohexyl]oxypyridine